thio-citrulline N[C@@H](CCCNC(=O)N)C(=S)O